tert-butyl 5-bromospiro[isoindoline-1,3'-oxetane]-2-carboxylate BrC=1C=C2CN(C3(COC3)C2=CC1)C(=O)OC(C)(C)C